OC1=CC=C(N)C=C1 4-hydroxyaniline